CN1CCN(CC1)C(=O)C=1C=C(C=CC1)C=1C=CC2=C(C=3CN(C(C3C=C2)=O)CC(C(=O)N)=C)C1 2-({8-[3-(4-methylpiperazine-1-carbonyl)phenyl]-3-oxo-1H,2H,3H-benzo[e]isoindol-2-yl}methyl)prop-2-enamide